C(C)(C)(C)OC(=O)N1C[C@@H]2COC3=C(C(N2CC1)=O)C(=CC(=C3)Br)F (12aR)-9-bromo-7-fluoro-6-oxo-3,4,12,12a-tetrahydro-6H-pyrazino[2,1-c][1,4]benzoxazepine-2(1H)-carboxylic acid tert-butyl ester